2-methoxy-8-(4,4,5,5-tetramethyl-1,3,2-dioxaborolan-2-yl)-1,5-naphthyridine COC1=NC2=C(C=CN=C2C=C1)B1OC(C(O1)(C)C)(C)C